N-p-methoxyphenyl-3-(2-pyridyl)-2-benzyl-4-phenylpyrrole COC1=CC=C(C=C1)N1C(=C(C(=C1)C1=CC=CC=C1)C1=NC=CC=C1)CC1=CC=CC=C1